CS(=O)(=O)C=1N=CC2=C(N1)N=C(C=C2C#C[Si](C(C)C)(C(C)C)C(C)C)OCCCC2=CC=CC=C2 2-methanesulfonyl-7-(3-phenylpropoxy)-5-[2-(triisopropylsilyl)ethynyl]pyrido[2,3-d]pyrimidine